6-chloro-3-(2,3-dichlorophenyl)-2-methanesulfonyl-3,4-dihydropyrimidin-4-one ClC1=CC(N(C(=N1)S(=O)(=O)C)C1=C(C(=CC=C1)Cl)Cl)=O